9-(4-chloro-2-fluoro-phenyl)-2,3-dimethyl-7-[(2S,6R)-2-methyl-6-[1-(oxetan-3-yl)pyrazol-4-yl]morpholin-4-yl]pyrimido[1,2-b]pyridazin-4-one ClC1=CC(=C(C=C1)C=1C=2N(N=C(C1)N1C[C@@H](O[C@@H](C1)C=1C=NN(C1)C1COC1)C)C(C(=C(N2)C)C)=O)F